tert-butyl 6-((6-((tert-butoxycarbonyl) amino) pyrimidin-4-yl) amino)-8-methyl-1,5-dioxo-1,5-dihydro-2H-spiro[imidazo[1,5-a]pyridine-3,4'-piperidine]-1'-carboxylate C(C)(C)(C)OC(=O)NC1=CC(=NC=N1)NC1=CC(=C2N(C1=O)C1(CCN(CC1)C(=O)OC(C)(C)C)NC2=O)C